(S)-benzyl 5-((3-chloro-4-fluorophenyl)(methyl)carbamoyl)-2-oxoimidazolidine-1-carboxylate ClC=1C=C(C=CC1F)N(C(=O)[C@@H]1CNC(N1C(=O)OCC1=CC=CC=C1)=O)C